2-methyl-heptan-1-ol CC(CO)CCCCC